(S)-1-(2-(4'-fluoro-2'-(4-methyl-4H-1,2,4-triazol-3-yl)-[1,1'-biphenyl]-3-yl)-7-methoxybenzo[d]oxazol-5-yl)-N-((tetrahydrofuran-2-yl)methyl)methylamine FC1=CC(=C(C=C1)C1=CC(=CC=C1)C=1OC2=C(N1)C=C(C=C2OC)CNC[C@H]2OCCC2)C2=NN=CN2C